[Mg+2].B([O-])([O-])[O-].B([O-])([O-])[O-].[Mg+2].[Mg+2] (boric acid), magnesium salt